5-(4-chlorophenyl)isoindoline-2-carboxamide ClC1=CC=C(C=C1)C=1C=C2CN(CC2=CC1)C(=O)N